6-[(2E)-3,3-dimethyl-2-[(E)-3-(1,3,3-trimethylindol-1-ium-2-yl)prop-2-enylidene]indol-1-yl]hexanoic acid CC1(\C(\N(C2=CC=CC=C12)CCCCCC(=O)O)=C/C=C/C1=[N+](C2=CC=CC=C2C1(C)C)C)C